[Na+].[Na+].S(=O)(=O)([O-])C1=C(C=CC2=CC=C(C=C2)C2=CC=C(C=C2)C=CC2=C(C=CC=C2)S(=O)(=O)[O-])C=CC=C1 4,4'-Bis(2-sulfostyryl)biphenyl disodium salt